C(C)(C1=CC2=CC=CC=C2C=C1)=NO 2-acetyl-naphthalene oxime